(2-(6-(2-ethyl-5-fluoro-4-hydroxyphenyl)-1H-indazol-3-yl)-4,6-dihydropyrrolo[3,4-d]imidazol-5(1H)-yl)(1-methyl-1H-pyrazol-4-yl)ketone C(C)C1=C(C=C(C(=C1)O)F)C1=CC=C2C(=NNC2=C1)C1=NC2=C(N1)CN(C2)C2=NN(C=C2C(=O)C=2C(=NN(C2)C)N2CC=1NC(=NC1C2)C2=NNC1=CC(=CC=C21)C2=C(C=C(C(=C2)F)O)CC)C